C[C@@H]1CN(C[C@@H](O1)C)C(=O)C=1C2=C(N(N1)CC(=O)N1CCN(CC1)C1=C(C(=CC=C1)C)C)C1C(C2)C1 2-(3-((2R,6S)-2,6-Dimethylmorpholin-4-carbonyl)-4,4a,5,5a-tetrahydro-1H-cyclopropa[4,5]cyclopenta[1,2-c]pyrazol-1-yl)-1-(4-(2,3-dimethylphenyl)piperazin-1-yl)ethanon